2,5-Dioxopyrrolidin-1-yl 1-(4-{2-azatricyclo[10.4.0.04,9]hexadeca-1(12),4(9),5,7,13,15-hexaen-10-yn-2-yl}-4-oxobutanamido)-3,6,9,12-tetraoxapentadecan-15-oate C1=2N(CC=3C=CC=CC3C#CC2C=CC=C1)C(CCC(=O)NCCOCCOCCOCCOCCC(=O)ON1C(CCC1=O)=O)=O